N-tert-butyl-1,1-dimethyl-1-(2-methyl-5,6,7,8-tetrahydro-1H-cyclopenta[b]naphthalen-1-yl)silanamine C(C)(C)(C)N[Si](C1C(=CC=2C1=CC=1CCCCC1C2)C)(C)C